BrC1=CC=CN2C(=C(C=C12)CO)CC(F)(F)F [8-bromo-3-(2,2,2-trifluoroethyl)indolizine-2-yl]methanol